F[C@@H]1C[C@@]2(CCCN2C1)COC1=NC2=C(C(=CC=C2C(=N1)N1CC2CCC(C1)C2(O)C)C2=CC(=CC1=CC=C(C(=C21)C#C)F)O)F 3-(2-{[(2R,7aS)-2-fluoro-hexahydro-1H-pyrrolizin-7a-yl]methoxy}-7-(8-ethynyl-7-fluoro-3-hydroxynaphthalen-1-yl)-8-fluoroquinazolin-4-yl)-8-methyl-3-azabicyclo[3.2.1]octan-8-ol